4-ethoxy-1-((oxetan-2-yl)methyl)-1H-benzo[d]imidazole-6-carboxylic acid C(C)OC1=CC(=CC=2N(C=NC21)CC2OCC2)C(=O)O